4-(2-bromo-7-methoxy-3,4-dihydronaphthalen-1-yl)phenol BrC1=C(C2=CC(=CC=C2CC1)OC)C1=CC=C(C=C1)O